C(C)(=O)O.C(C)OC(CCNC([C@H](O)C(C)(C)CO)=O)=O pantothenyl ethyl ether acetate